C(CCCCCCCCCCCCCCCCC)[Si](CC(C)C)CC(C)C octadecyl-diisobutyl-silicon